BrC1=CC(=C(OCC(=O)O)C=C1)C1CC1 (4-bromo-2-cyclopropylphenoxy)acetic acid